BrC=1C(N(C(=CC1OC1=C(C=C(C=C1)F)F)C)CC1=CC=C(C=C1)C(=O)NCCN(C)C)=O 3-bromo-4-(2,4-difluorophenoxy)-6-methyl-1-[4-((dimethylaminoethyl)aminocarbonyl)benzyl]pyridin-2(1H)-one